FC1=CC=C(C=C1)NC1=C2C(=NC=3N1N=CC3)C3(N(C2)C(=O)OC(C)(C)C)CCCC3 tert-Butyl 8'-((4-fluorophenyl)amino)spiro[cyclopentane-1,5'-pyrazolo[1,5-a]pyrrolo[3,4-d]pyrimidine]-6'(7'H)-carboxylate